N-{4-[(2,2-difluorocyclohexyl)oxy]-3-fluorophenyl}-2-(pyrrolidin-1-yl)-5-(2,2,2-trifluoroethyl)oxazole-4-carboxamide FC1(C(CCCC1)OC1=C(C=C(C=C1)NC(=O)C=1N=C(OC1CC(F)(F)F)N1CCCC1)F)F